oxetan-3,3-diyl-dimethanol O1CC(C1)(CO)CO